NC(C[C@H](C(=O)NCCNC(OC1=CC=C2C(=CC(OC2=C1)=O)C)=O)NC(CCCCCCC)=O)=O 4-methyl-2-oxo-2H-chromen-7-yl (R)-(2-(4-amino-2-octanamido-4-oxobutanamido)ethyl)carbamate